NC=1N=CC2=C(N1)C=C(N=C2)C=2C=NC(=CC2)N2CCN(CC2)CC 2-amino-7-(6-(4-ethylpiperazin-1-yl)pyridin-3-yl)pyrido[4,3-d]pyrimidine